(Z)-2,3-diaminobut-2-enenitrile N\C(\C#N)=C(\C)/N